C(C(C)C)C(C(=O)O)(O)CC(=O)O.C(C(C)C)C(C(=O)O)(O)CC(=O)O 2-isobutyl-malic acid (2-isobutylmalate)